C(C)C(COP(=O)(OCC(CCCC)CC)OCC(CCCC)CC)CCCC tris-(2-ethylhexyl)-phosphate